1-(1,3-bis(benzyloxy)propan-2-yl)-4-methyl-1H-pyrazole-5-carboxylic acid C(C1=CC=CC=C1)OCC(COCC1=CC=CC=C1)N1N=CC(=C1C(=O)O)C